(3-methyl-pyrazin-2-yl)-methanol CC=1C(=NC=CN1)CO